((3s,5r)-4-propenoyl-3,5-dimethylpiperazin-1-yl)-7-(3-amino-2,4,5,6-tetrafluorophenyl)-6-chloro-1-(2-isopropyl-4-methylpyridin-3-yl)-2-oxo-1,2-dihydro-1,8-naphthyridine-3-carbonitrile C(C=C)(=O)N1[C@H](CN(C[C@H]1C)C1=C(C(N(C2=NC(=C(C=C12)Cl)C1=C(C(=C(C(=C1F)F)F)N)F)C=1C(=NC=CC1C)C(C)C)=O)C#N)C